FC1=C(C(=O)N[C@H](C(=O)OC)CC2=CC=C(C3=CC=CC=C23)C=2C(N(N=CC2OC)C)=O)C(=CC(=C1)N[C@@H](C(F)(F)F)CC)F methyl (S)-2-(2,6-difluoro-4-(((R)-1,1,1-trifluorobutan-2-yl)amino) benzamido)-3-(4-(5-methoxy-2-methyl-3-oxo-2,3-dihydropyridazin-4-yl)naphthalen-1-yl)propanoate